(((1s,4s)-4-(1H-imidazol-1-yl)cyclohexyl)oxy)-N-acetyl-7-morpholino-1,6-naphthyridine-3-carboxamide N1(C=NC=C1)C1CCC(CC1)OC1=NC2=CC(=NC=C2C=C1C(=O)NC(C)=O)N1CCOCC1